Cl.ClC1=CC=C(C=C1)N1CCNCC1 1-(4-chlorophenyl)piperazine HCl